FC=1C=C(C=C(C1C#CN)F)C1=CC=C(C=C1)C1CCC(CC1)CCCCC [3,5-difluoro-4'-(4-pentylcyclohexyl)-[1,1'-biphenyl]-4-yl]acetyleneamine